ClC=1C(=NN(C(C1Cl)=O)CC(=O)OCC)NC ethyl 2-(4,5-dichloro-3-(methylamino)-6-oxopyridazin-1(6H)-yl)acetate